NC(CNC1=CC=C(C=N1)OC=1C=C(C=C(C1)C1=CC(=CC(=C1)Cl)Cl)CN1CCC(CC1)CNC(C)=O)(C)C N-((1-((5-((6-((2-amino-2-methylpropyl)amino)pyridin-3-yl)oxy)-3',5'-dichloro-[1,1'-biphenyl]-3-yl)methyl)piperidin-4-yl)methyl)acetamide